C1(=CC=CC=C1)C1=CN=C2N1CCOC1=C2C=CC=N1 3-phenyl-5,6-dihydroimidazo[1,2-d]pyrido[3,2-f][1,4]oxazepine